ClC1=NC(=CC2=C1N=C(N=C2)N[C@@H]2COCC[C@@H]2NC(C=C)=O)C2=C(C(=CC(=C2F)OC)OC)F N-((3S,4S)-3-((8-chloro-6-(2,6-difluoro-3,5-dimethoxyphenyl)pyrido[3,4-d]pyrimidin-2-yl)amino)tetrahydro-2H-pyran-4-yl)acrylamide